[Cl-].OC(CC([SiH3])(O)O)C(CC[NH+](C)C)CCCCCCCCCCCCCCC 3-(tri-hydroxy-silylpropyl)dimethyl-octadecyl-ammonium chloride